Cl.C(C)N1CCNCC1 4-ethylpiperazine hydrochloride